CC1=NC=2N(C(=C1)[C@H]1CN(CCO1)C(=O)N)N=C(C2)[C@@H]2CC[C@H](CC2)C(F)(F)F (2R)-2-{5-methyl-2-[trans-4-(trifluoromethyl)cyclohexyl]pyrazolo[1,5-a]pyrimidin-7-yl}morpholine-4-carboxamide